NCC1=NNC(C2=CC=C(C=C12)C=1C=NC=C(C1)N(C=1C=CC=C2C=CC=NC12)C)=O 4-(aminomethyl)-6-(5-(methyl(quinolin-8-yl)amino)pyridin-3-yl)phthalazin-1(2H)-one